neononyl-carbonyl fluoride C(CCCCC(C)(C)C)C(=O)F